2-(3,6-dichloro-9H-carbazol-9-yl)bicyclo[1.1.1]Pentane-1,3-dicarboxylic acid dimethyl ester COC(=O)C12C(C(C1)(C2)C(=O)OC)N2C1=CC=C(C=C1C=1C=C(C=CC21)Cl)Cl